5-fluoro-1-(3-trifluoromethyl-benzyl)-1H-indazole-3-carboxylic acid FC=1C=C2C(=NN(C2=CC1)CC1=CC(=CC=C1)C(F)(F)F)C(=O)O